ClC=1C(N(C=C(C1C)C=1NC2=CC=C(C=C2C1C(C)C)C1CCN(CC1)CC1OCCC1)C)=O 3-chloro-5-(3-isopropyl-5-(1-((tetrahydrofuran-2-yl)methyl)piperidin-4-yl)-1H-indol-2-yl)-1,4-dimethylpyridin-2(1H)-one